2-chloro-N-cyclopropyl-5-[(2S)-2-(dichloromethylsulfonylamino)propoxy]pyridine-3-carboxamide monovinyl-carbamate C(=C)OC(N)=O.ClC1=NC=C(C=C1C(=O)NC1CC1)OC[C@H](C)NS(=O)(=O)C(Cl)Cl